Methyl (S)-6-(4-((1-(7-amino-2-(furan-2-yl)-[1,2,4]triazolo[1,5-a][1,3,5]triazin-5-yl)piperidin-3-yl)methyl)piperazin-1-yl)picolinate NC1=NC(=NC=2N1N=C(N2)C=2OC=CC2)N2C[C@@H](CCC2)CN2CCN(CC2)C2=CC=CC(=N2)C(=O)OC